CC=1C(=NC(=CC1)C)C1=NC(=NO1)[C@@H]1CC12CCN(CC2)S(=O)(=O)N (1R)-1-[5-(3,6-Dimethylpyridin-2-yl)-1,2,4-oxadiazol-3-yl]-6-azaspiro[2.5]octan-6-sulfonamid